FC(OC1=C(C(=C(C=C1)C1=CN=C2N1C=CN=C2NC2=CC(=C(C(=O)N1CCC(CC1)C(=O)O)C=C2)CC)F)F)F 1-(4-((3-(4-(difluoromethoxy)-2,3-difluorophenyl)imidazo[1,2-a]pyrazin-8-yl)amino)-2-ethylbenzoyl)piperidine-4-carboxylic acid